CC1(CC(C1)NC1=NN2C(C(=N1)OC1COC1)=C(C=C2)C=2C=C1N=CC=NC1=CC2)O cis-1-Methyl-3-((4-(oxetan-3-yloxy)-5-(quinoxalin-6-yl)pyrrolo[2,1-f][1,2,4]triazin-2-yl)amino)cyclobutan-1-ol